C(C1=CC=CC=C1)OCC1CCC(CO1)O 6-((benzyloxy)methyl)tetrahydro-2H-pyran-3-ol